C[C@H]1N(CCN(C1)C1=NC=C(C=N1)C1=CC=C2C(=N1)N1C(=N2)CC[C@@H]1C1=CC=CC=C1)C(C)=O 1-((R)-2-methyl-4-(5-((R)-8-phenyl-7,8-dihydro-6H-pyrrolo[2',1':2,3]imidazo[4,5-b]pyridin-2-yl)pyrimidin-2-yl)piperazin-1-yl)ethanone